[Ir]=O iridium oxid